4-(2-(2,5-dioxopyrrolidin-1-yl)ethoxy)-4-oxobut-2-enoic acid O=C1N(C(CC1)=O)CCOC(C=CC(=O)O)=O